BrC1=C(N)C=C(C(=C1)OC)OC(F)(F)F 2-bromo-4-methoxy-5-(trifluoromethoxy)aniline